4-[6-chloro-2-[(oxolan-2-yl)methoxy]pyrimidin-4-yl]morpholine ClC1=CC(=NC(=N1)OCC1OCCC1)N1CCOCC1